[O].C1(=CC=CC=C1)C1=NNC=C1 phenylpyrazole oxygen